CO[Si](OC)(OC)COCC=CCOC[Si](OC)(OC)OC 1,4-bis(trimethoxysilylmethoxy)-2-butene